CC=1C(=C2C=NNC2=CC1C)N1CC=2N=C(N=C(C2CC1)N1CCOCC(C1)(O)C)OCC12CCCN2CCC1 4-(7-(5,6-dimethyl-1H-indazol-4-yl)-2-((hexahydro-1H-pyrrolizin-7a-yl)methoxy)-5,6,7,8-tetrahydropyrido[3,4-d]pyrimidin-4-yl)-6-methyl-1,4-oxazepan-6-ol